2-(4-amino-4-phenylpiperidin-1-yl)-5-(1-(methyl-d3)-1H-indazol-5-yl)-7H-pyrrolo[2,3-d]pyrimidine-4-carbonitrile NC1(CCN(CC1)C=1N=C(C2=C(N1)NC=C2C=2C=C1C=NN(C1=CC2)C([2H])([2H])[2H])C#N)C2=CC=CC=C2